4-[(3-chloro-4-fluorophenyl)amino]-6-{1-[(S,S)-(2-oxa-5-aza-bicyclo[2.2.1]-hept-5-yl)carbonyl]-piperidin-4-yloxy}-7-methoxy-quinazoline ClC=1C=C(C=CC1F)NC1=NC=NC2=CC(=C(C=C12)OC1CCN(CC1)C(=O)N1[C@@H]2CO[C@H](C1)C2)OC